3-[5-[2-[2-[2-(2-Benzyloxyethoxy)ethoxy]ethoxy]ethylamino]-1-oxo-isoindolin-2-yl]piperidine-2,6-dione C(C1=CC=CC=C1)OCCOCCOCCOCCNC=1C=C2CN(C(C2=CC1)=O)C1C(NC(CC1)=O)=O